N-tert-Butyl-4-[[2-(4-tert-butyl-5-hydroxy-2-isopropyl-phenyl)acetyl]amino]pyridine-2-carboxamide C(C)(C)(C)NC(=O)C1=NC=CC(=C1)NC(CC1=C(C=C(C(=C1)O)C(C)(C)C)C(C)C)=O